Tert-butyl 4-(2-(4-(5-chloro-2-(1H-tetrazol-1-yl)phenyl)-2,5-dioxopiperazin-1-yl)-3-phenylpropanamido)benzoate ClC=1C=CC(=C(C1)N1CC(N(CC1=O)C(C(=O)NC1=CC=C(C(=O)OC(C)(C)C)C=C1)CC1=CC=CC=C1)=O)N1N=NN=C1